4,7-bis(5-bromothiophen-2-yl)-5,6-difluoro-2-(2-hexyldecyl)benzo[d][1,2,3]triazole BrC1=CC=C(S1)C1=C(C(=C(C2=NN(N=C21)CC(CCCCCCCC)CCCCCC)C=2SC(=CC2)Br)F)F